NCCCCCC1CCC(CC1)NC1=CC=C(C=C1)C(C)(C)C N-(4-(5-aminopentyl)cyclohexyl)-4-(t-butyl)aniline